4-Bromo-1-methylpyrrol BrC=1C=CN(C1)C